tert-butyl (2S,4R)-4-[[5-(2-methoxyethoxy)-2-pyridyl]oxy]-2-methyl-pyrrolidine-1-carboxylate COCCOC=1C=CC(=NC1)O[C@@H]1C[C@@H](N(C1)C(=O)OC(C)(C)C)C